(3R)-3-(difluoromethyl)-4-(pyridazine-3-carbonyl)piperazine-1-carboxylic acid tert-butyl ester C(C)(C)(C)OC(=O)N1C[C@@H](N(CC1)C(=O)C=1N=NC=CC1)C(F)F